7-((2R,3R,4R,5S)-3,4-bis((tert-Butyldimethylsilyl)oxy)-5-((((1-methyl-4-phenyl-1H-imidazol-5-yl)methyl)thio)methyl)tetrahydrofuran-2-yl)-5-iodo-7H-pyrrolo[2,3-d]pyrimidin-4-amine [Si](C)(C)(C(C)(C)C)O[C@H]1[C@@H](O[C@@H]([C@H]1O[Si](C)(C)C(C)(C)C)CSCC1=C(N=CN1C)C1=CC=CC=C1)N1C=C(C2=C1N=CN=C2N)I